C(C)C(COCO)C 3-ethyl-oxabutyl-methyl alcohol